N1-(4-(6-isopropyl-5-(8-methoxy-[1,2,4]triazolo[1,5-a]pyridin-6-yl)-4H-pyrrolo[3,2-d]thiazol-2-yl)cyclohexyl)-N2-methylethane-1,2-diamine C(C)(C)C1=C(NC2=C1N=C(S2)C2CCC(CC2)NCCNC)C=2C=C(C=1N(C2)N=CN1)OC